(1R)-1-(4-chlorophenyl)ethyl 4-[6-(1-methyl-1H-pyrazol-4-yl)pyrazolo[1,5-a]pyridin-3-yl]piperazine-1-carboxylate CN1N=CC(=C1)C=1C=CC=2N(C1)N=CC2N2CCN(CC2)C(=O)O[C@H](C)C2=CC=C(C=C2)Cl